3-chloro-5-[(2,6-dimethylphenyl)methyl]-6-fluoro-4H-1,2,4-benzothiadiazine 1,1-dioxide ClC1=NS(C2=C(N1)C(=C(C=C2)F)CC2=C(C=CC=C2C)C)(=O)=O